COC([C@@H](NC([C@@H](CCC1=CC=CC=C1)NCCC1=CC(=CC=C1)O)=O)C)=O ((R)-2-((3-hydroxyphenylethyl)amino)-4-phenylbutyryl)-L-alanine methyl ester